2-(2,2-difluorobenzo[d][1,3]dioxol-5-yl)-6-(1'-isobutyl-[1,4'-bipiperidin]-4-yl)-4-methyl-1H-benzo[d]imidazole tris(2,2,2-trifluoroacetate) FC(C(=O)O)(F)F.FC(C(=O)O)(F)F.FC(C(=O)O)(F)F.FC1(OC2=C(O1)C=CC(=C2)C2=NC1=C(N2)C=C(C=C1C)C1CCN(CC1)C1CCN(CC1)CC(C)C)F